NC1CCN(CC1)C1=NC(=NC(=C1)NCC1=CC(=C(C(=C1)OC)OC)OC)NC=1SC(=C(N1)C)C(=O)OCC 2-[[4-(4-Amino-1-piperidinyl)-6-[[(3,4,5-trimethoxyphenyl)methyl]amino]-2-pyrimidinyl]amino]-4-methyl-5-thiazolecarboxylic acid, ethyl ester